4-chloro-4,5-dimethyl-1,3-dioxolane-2-one ClC1(OC(OC1C)=O)C